(3-acetyl-3,9-diazaspiro[5.5]undec-1-yl)carbamic acid tert-butyl ester C(C)(C)(C)OC(NC1CN(CCC12CCNCC2)C(C)=O)=O